trans-3-aminocyclobutyl (S)-1-(4-fluorophenyl)-3,4-dihydroisoquinoline-2(1H)-carboxylate FC1=CC=C(C=C1)[C@@H]1N(CCC2=CC=CC=C12)C(=O)O[C@@H]1C[C@H](C1)N